[NH4+].N[C@@H](CCCN)C(=O)O ornithine ammonium